ClC1=CC=C(C=N1)CN1C=CC=C2C1=NC(N(C2=O)C2=C(C=CC=C2)C)=O 8-((6-chloropyridin-3-yl)methyl)-3-(o-tolyl)pyrido[2,3-d]pyrimidine-2,4(3h,8h)-dione